(R)-1-(3-(3-(4-(3-fluorophenoxy)phenyl)-1H-pyrazolo[4,3-c]pyridin-1-yl)piperidin-1-yl)prop-2-en-1-one FC=1C=C(OC2=CC=C(C=C2)C2=NN(C3=C2C=NC=C3)[C@H]3CN(CCC3)C(C=C)=O)C=CC1